bis(3,4-dicarboxyphenyl)sulfoxide C(=O)(O)C=1C=C(C=CC1C(=O)O)S(=O)C1=CC(=C(C=C1)C(=O)O)C(=O)O